6-(5-(3,4-difluorophenyl)-2-(((2-fluorophenyl)amino)methyl)-1H-imidazol-4-yl)imidazo[1,2-a]pyridine-3-carboxamide FC=1C=C(C=CC1F)C1=C(N=C(N1)CNC1=C(C=CC=C1)F)C=1C=CC=2N(C1)C(=CN2)C(=O)N